2'-chloro-N-((R)-HEX-5-en-2-ylsulfonyl)-4,5,7',8'-tetrahydro-2H,6'H-spiro[benzo[b][1,4]oxazepine-3,5'-quinolin]-7-carboxamide ClC1=NC=2CCCC3(C2C=C1)CNC1=C(OC3)C=CC(=C1)C(=O)NS(=O)(=O)[C@H](C)CCC=C